N-(6-aminohexyl)-4-(3-(4-cyano-3-(trifluoromethyl)phenyl)-5,5-dimethyl-4-oxo-2-thioxoimidazolidin-1-yl)-2-fluorobenzamide trifluoroacetate FC(C(=O)O)(F)F.NCCCCCCNC(C1=C(C=C(C=C1)N1C(N(C(C1(C)C)=O)C1=CC(=C(C=C1)C#N)C(F)(F)F)=S)F)=O